Cl.C(C1=CC=CC=C1)OC1=C(C=CC=C1)C#CCN 3-(2-(Benzyloxy)phenyl)prop-2-yn-1-amine hydrochloride